C(C)(C)(C)OC([C@H](CSSC[C@@H](C(=O)OC(C)(C)C)NC(=O)OC(C)(C)C)NC(=O)OC(C)(C)C)=O tert-butyl (2R)-3-{[(2R)-3-(tert-butoxy)-2-{[(tert-butoxy)carbonyl]amino}-3-oxo propyl]disulfanyl}-2-{[(tert-butoxy)carbonyl]amino}propanoate